O[C@H](COC=1C=C(C=CC1)S(=O)(=O)NC)CN[C@@H]1COC2(C1)CCN(CC2)S(=O)(=O)C=2C=NC1=CC=CC=C1C2O 3-((S)-2-hydroxy-3-((S)-8-(4-hydroxyquinolin-3-ylsulfonyl)-1-oxa-8-azaspiro[4.5]dec-3-ylamino)propoxy)-N-methylbenzenesulfonamide